3-fluoro-N-(2-(4-methyl-3-((1R,3R)-3-methyl-2-(2,2,2-trifluoroethyl)-2,3,4,9-tetrahydro-1H-pyrido[3,4-b]indol-1-yl)phenoxy)ethyl)propan-1-amine FCCCNCCOC1=CC(=C(C=C1)C)[C@H]1N([C@@H](CC2=C1NC1=CC=CC=C21)C)CC(F)(F)F